ClC1=C(C=C(OCCCN2C(C=3N(C=4C(=CC=CC4C3)C=3C(=NN(C3C)C)C)C(C2)C)=O)C=C1C)C 3-(4-chloro-3,5-dimethylphenoxy)propyl-4-methyl-6-(1,3,5-trimethyl-1H-pyrazol-4-yl)-3,4-dihydropyrazino[1,2-a]indol-1(2H)-one